(-)-6-(heptanoyl)amino-3-(isopropyl)aminomethyl-1,2,3,4-tetrahydro-9H-carbazole hydrobromide Br.C(CCCCCC)(=O)NC=1C=C2C=3CC(CCC3NC2=CC1)CNC(C)C